BrC1=CC=C2CN(C(C2=C1)=O)[C@@H](C(=O)N[C@H](CO)C1=CC(=CC(=C1)OC)F)C (R)-2-(6-bromo-1-oxoisoindolin-2-yl)-N-((S)-1-(3-fluoro-5-methoxyphenyl)-2-hydroxyethyl)propionamide